1-(bromomethyl)-3-chloro-benzene BrCC1=CC(=CC=C1)Cl